C1(=CC=CC=C1)C=1C=CC2=C(C1)C=1N=CN=C(C1O2)C2=CC(=CC=C2)N2C1=CC=CC=C1C=1C=CC(=CC21)C=2C=CC=1N(C3=CC=CC=C3C1C2)C2=CC=CC=C2 8-phenyl-4-{3-[2-(N-phenyl-9H-carbazol-3-yl)-9H-carbazol-9-yl]phenyl}-benzofuro[3,2-d]pyrimidine